1-(4-(5-(difluoromethyl)-1,3,4-oxadiazol-2-yl)-2-fluorobenzyl)-3-(1-methylazetidin-3-yl)-1,3-dihydro-2H-benzo[d]imidazol-2-one FC(C1=NN=C(O1)C1=CC(=C(CN2C(N(C3=C2C=CC=C3)C3CN(C3)C)=O)C=C1)F)F